1-[(2-chlorophenyl)methyl]-5-[2-[2-(2-methylpropyl)pyrrolidin-1-yl]-2-oxoethyl]pyrrolidin-2-one ClC1=C(C=CC=C1)CN1C(CCC1CC(=O)N1C(CCC1)CC(C)C)=O